FC1=C(C=CC=C1)[C@H]1CC[C@H](N1C(=O)C1=CC=C(C=C1)C1=C(C=CC=C1)OC)C(=O)O (2S,5R)-5-(2-fluorophenyl)-1-(2'-methoxy-[1,1'-biphenyl]-4-carbonyl)pyrrolidine-2-carboxylic acid